4,4,10,10-tetrakis(hydroxymethyl)-6,8-dioxa-3,11-diaza-7-silatridecanedioic acid disodium salt [Na+].[Na+].OCC(NCC(=O)[O-])(CO[SiH2]OCC(NCC(=O)[O-])(CO)CO)CO